N[C@H](C(=O)O)C (S)-2-amino-propionic acid